2-methoxy-pyrimidinol COC1(NC=CC=N1)O